3-(2,5-dihydrofuran-3-yl)benzyl chloride O1CC(=CC1)C=1C=C(CCl)C=CC1